[4-(1H-indol-2-yl)-1H-pyrrol-2-yl](3,4,5-trimethoxyphenyl)methanone hydrazone N1C(=CC2=CC=CC=C12)C=1C=C(NC1)C(=NN)C1=CC(=C(C(=C1)OC)OC)OC